O[C@@H]1[C@H]2[C@@H]([C@@H]([C@@H]([C@@H]1O)C2)NC(OC(C)(C)C)=O)C(NC2=CC(=CC=C2)S(=O)(=O)C(F)(F)F)=O tert-Butyl ((1S,2R,3S,4R,5R,6S)-5,6-dihydroxy-3-((3-((trifluoromethyl)sulfonyl)phenyl)carbamoyl)bicyclo[2.2.1]heptan-2-yl)carbamate